COC(C1=C(C(=CC=C1OC)C#N)F)=O 3-cyano-2-fluoro-6-methoxybenzoic acid methyl ester